FC=1C=C(C=CC1)N(C1CCN(CC1)CC=1C=CC(=NC1)OC1=CC=C(C=C1)S(=O)(=O)NCCO)C(=O)NC=1C=NC(=CC1)C 4-[(5-{[4-((3-fluorophenyl){[(6-methyl-3-pyridinyl)amino]carbonyl}amino)-1-piperidinyl]methyl}-2-pyridinyl)oxy]-N-(2-hydroxyethyl)benzenesulfonamide